CC1(CCC=CCCC1)CC(=O)ON1C(CCC1=O)=O 2,5-Dioxopyrrolidin-1-yl 2-(1-methylcyclooct-4-en-1-yl)acetate